C1(CC1)S(=O)(=O)NC=1SC=C(N1)C(C)(C)NC(C1=CC=C(C=C1)C1=NC(=CN=C1)C)=O N-(2-(2-(cyclopropanesulfonamido)thiazol-4-yl)propan-2-yl)-4-(6-methylpyrazin-2-yl)benzamide